C1(=CC=C(C=C1)C1=CN=C(N1)[C@@H]1NCCCC1)C (R)-2-(5-(p-tolyl)imidazol-2-yl)piperidine